Cl.BrC1=CC=C2[C@@](CN(C2=C1)C(CN1[C@H](CN[C@@H](C1)C)COC)=O)(C)COC 1-[(3R)-6-Bromo-3-(methoxymethyl)-3-methyl-2,3-dihydro-1H-indol-1-yl]-2-[(2R,5R)-2-(methoxymethyl)-5-methylpiperazin-1-yl]ethan-1-one hydrochloride